2-[1-[6-Methyl-4-oxo-2-(1H-pyrazol-4-yl)chromen-8-yl]ethylamino]benzoic acid CC=1C=C2C(C=C(OC2=C(C1)C(C)NC1=C(C(=O)O)C=CC=C1)C=1C=NNC1)=O